ClC1=NC(=NC(=C1)C1=CC(=CC=C1)C1=CC=CC2=C1SC1=C2C=CC=C1)C1=CC=CC=C1 4-chloro-6-(3-(dibenzo[b,d]thiophen-4-yl)phenyl)-2-PHENYLPYRIMIDINE